OCCC=1C=C(CNCCCCOCCNC2=NC3=C(C4=CN=CC=C24)C=CC(=C3)C(=O)O)C=CC1 5-((2-(4-((3-(2-hydroxyethyl)benzyl)amino)butoxy)ethyl)amino)benzo[c][2,6]naphthyridine-8-carboxylic acid